(S)-quinuclidin-3-yl ((R)-5-(4-isopropoxy-3,5-dimethylphenyl)-2,2-dimethyl-2,3-dihydro-1H-inden-1-yl)carbamate C(C)(C)OC1=C(C=C(C=C1C)C=1C=C2CC([C@H](C2=CC1)NC(O[C@@H]1CN2CCC1CC2)=O)(C)C)C